(4-amino-1-chloro-7-fluoroimidazo[1,5-a]quinoxalin-8-yl)((4aS,9bS)-7-(trifluoromethyl)-3,4,4a,9b-tetrahydrobenzofuro[3,2-b]pyridin-1(2H)-yl)methanone NC=1C=2N(C3=CC(=C(C=C3N1)F)C(=O)N1[C@@H]3[C@H](CCC1)OC1=C3C=CC(=C1)C(F)(F)F)C(=NC2)Cl